spiro[cyclohexane-1,5'-indeno[5,6-d][1,3]dioxolane]-4-carboxylic acid methyl ester COC(=O)C1CCC2(C=CC3=CC=4OCOC4C=C23)CC1